O(C(=S)SC#CC)CCC(C)C isoamyl propynyl xanthate